(-)-N-{4-[3-Anilino-5,7-dimethyl-4-oxo-4,5,6,7-tetrahydro-1H-pyrrolo[3,2-c]pyridin-2-yl]pyridin-2-yl}-2-(4-fluorophenyl)acetamid N(C1=CC=CC=C1)C1=C(NC2=C1C(N(CC2C)C)=O)C2=CC(=NC=C2)NC(CC2=CC=C(C=C2)F)=O